FC(OC1=CC=C(CCNC(C2=CN=CC=C2C(F)(F)F)=O)C=C1)(F)F N-(4-(trifluoromethoxy)phenethyl)-4-(trifluoromethyl)nicotinamide